2-(aminomethyl)-4-chloro-6-methylphenol NCC1=C(C(=CC(=C1)Cl)C)O